trans-3-Aza-bicyclo[3.1.0]hexane-6-carboxylic acid methylamide hydrogen chlorid ethylenediaminetetraacetate C(CN(CC(=O)O)CC(=O)O)N(CC(=O)O)CC(=O)O.Cl.CNC(=O)C1C2CNCC12